(6-methoxy-2,3-dihydrobenzofuran-3-yl)methanamine COC1=CC2=C(C(CO2)CN)C=C1